(3S,4R,5R,6S)-1-(5-{[2-(3,5-difluorophenyl)-1,3-thiazol-4-yl]methoxy}pentyl)-3,4,5,6-azepanetetrol FC=1C=C(C=C(C1)F)C=1SC=C(N1)COCCCCCN1C[C@@H]([C@H]([C@@H]([C@H](C1)O)O)O)O